2-(2-methyl-1,3-benzoxazol-6-yl)-7-(piperazin-1-yl)-4H-pyrido[1,2-a]pyrimidin-4-one CC=1OC2=C(N1)C=CC(=C2)C=2N=C1N(C(C2)=O)C=C(C=C1)N1CCNCC1